2-(7-(2,2,6,6-tetramethyl-1,2,3,6-tetrahydropyridin-4-yl)imidazo[1,2-a]pyrimidin-2-yl)-5-(1H-1,2,4-triazol-1-yl)pyridin-3-ol CC1(NC(C=C(C1)C1=NC=2N(C=C1)C=C(N2)C2=NC=C(C=C2O)N2N=CN=C2)(C)C)C